2,6-di-tert-butyl-4-(3-iodo-1,3-bis(4-methoxyphenyl)allyl)phenol C(C)(C)(C)C1=C(C(=CC(=C1)C(C=C(C1=CC=C(C=C1)OC)I)C1=CC=C(C=C1)OC)C(C)(C)C)O